ClC=1N=C(C2=C(N1)CC[S@]2=O)NC2(CCC2)C (5R)-2-chloro-4-((1-methylcyclobutyl)amino)-6,7-dihydrothieno[3,2-d]pyrimidine-5-oxide